The molecule is a C50 carotenoid that is an intermediate in the biosynthesis of bacterioruberin, a red-coloured pigment found in several Halobacterium and Haloarcula species. It has a role as a bacterial metabolite. It is a C50 carotenoid, a tertiary alcohol and a triol. CC(=CC[C@@H](/C=C/C(=C/C=C/C(=C/C=C/C(=C/C=C/C=C(\\C)/C=C/C=C(\\C)/C=C/C=C(\\C)/C=C/[C@H](CCC(C)(C)O)C(C)(C)O)/C)/C)/C)C(C)(C)O)C